N-[(1S)-1-(dicyclopropyl-methyl)-2-[[5-(2,5-dimethyl-1-oxido-pyridin-1-ium-3-yl)-6-fluoro-2-pyridyl]amino]-2-oxo-ethyl]-2-sec-butyl-pyrazole-3-carboxamide C1(CC1)C([C@@H](C(=O)NC1=NC(=C(C=C1)C=1C(=[N+](C=C(C1)C)[O-])C)F)NC(=O)C=1N(N=CC1)C(C)CC)C1CC1